C1(CC1)C1=NN2C(C(=NC=C2)C)=C1C(=O)N1[C@H](C=2C(CC1)=C(N(N2)C)C2=CC(=C(C(=C2)F)F)F)C (2-cyclopropyl-4-methyl-pyrazolo[1,5-a]pyrazin-3-yl)-[(7S)-2,7-dimethyl-3-(3,4,5-trifluorophenyl)-5,7-dihydro-4H-pyrazolo[3,4-c]pyridin-6-yl]methanone